1,2-epoxyicosan C1C(CCCCCCCCCCCCCCCCCC)O1